(3R,4R)-4-(4-bromophenyl)-3-hydroxy-piperidine-1-carboxylic acid tert-butyl ester C(C)(C)(C)OC(=O)N1C[C@@H]([C@H](CC1)C1=CC=C(C=C1)Br)O